methyl 2-(1-benzyl-4,4-difluoro-5-methyl-3-piperidyl)-2-methyl-propanoate C(C1=CC=CC=C1)N1CC(C(C(C1)C)(F)F)C(C(=O)OC)(C)C